2-fluoro-4-(2-fluoro-2-methylpropyl)-6-(trifluoromethyl)benzonitrile FC1=C(C#N)C(=CC(=C1)CC(C)(C)F)C(F)(F)F